[1,1'-binaphthyl]-2,2'-diamine C=1(C(=CC=C2C=CC=CC12)N)C=1C(=CC=C2C=CC=CC12)N